2-amino-4-[6-chloro-8-fluoro-2-[(1-methylazetidin-2-yl)methoxy]quinazolin-7-yl]-7-fluoro-benzothiophene-3-carbonitrile NC=1SC2=C(C1C#N)C(=CC=C2F)C2=C(C=C1C=NC(=NC1=C2F)OCC2N(CC2)C)Cl